Ethyl 3-hydroxy-3-(pyridin-2-yl)pentanoate OC(CC(=O)OCC)(CC)C1=NC=CC=C1